tert-butyl (S)-3-((5-(4-(3-(2-((tert-butoxycarbonyl)amino)ethyl)-5-fluorobenzoyl)piperazine-1-carbonyl)-4'-fluoro-[1,1'-biphenyl]-2-yl)oxy)pyrrolidine-1-carboxylate C(C)(C)(C)OC(=O)NCCC=1C=C(C(=O)N2CCN(CC2)C(=O)C=2C=CC(=C(C2)C2=CC=C(C=C2)F)O[C@@H]2CN(CC2)C(=O)OC(C)(C)C)C=C(C1)F